OC[C@H](C1=CC=CC=C1)NC1=NC(=NC=C1C1=NC(=NO1)C12CCN(CC1)CC2)NC2=CC1=C(B(OC1(C)C)O)C=C2 (S)-5-((4-((2-hydroxy-1-phenylethyl)amino)-5-(3-(quinuclidin-4-yl)-1,2,4-oxadiazol-5-yl)pyrimidin-2-yl)amino)-3,3-dimethylbenzo[c][1,2]oxaborol-1(3H)-ol